4-(2-cyanopropan-2-yl)-N-(2-fluoro-4-methyl-3-(2-(methylamino)-8,9-dihydroimidazo[1',2':1,6]pyrido[2,3-d]pyrimidin-6-yl)phenyl)picolinamide C(#N)C(C)(C)C1=CC(=NC=C1)C(=O)NC1=C(C(=C(C=C1)C)C1=CC2=C(N=C(N=C2)NC)N2C1=NCC2)F